OC(CN(CCCCCCCC(=O)OC(CCCCCCCC)CCCCCCCC)CCCCCC(OCCCCCCCCCCC)=O)CCCCNC(=O)C=1N(C(=CC1)O)C heptadecan-9-yl 8-((2-hydroxy-6-(5-hydroxy-1-methyl-1H-pyrrole-2-carboxamido)hexyl)(6-oxo-6-(undecyloxy)hexyl)amino)octanoate